C(C=C)(=O)N1[C@@H](CCCC1)C1=NC(=C2N1C=CN=C2C(F)(F)F)C2=CC=C(C(=O)NC1=NC=CC=C1)C=C2 (S)-4-(3-(1-acryloylpiperidin-2-yl)-8-(trifluoromethyl)imidazo[1,5-a]pyrazin-1-yl)-N-(pyridin-2-yl)benzamide